O=C1NC(CCC1N1C(C2=CC=C(C=C2[C@H]1C)C1=CC(=C(C(=N1)NC)C#N)C)=O)=O 6-((3R)-2-(2,6-dioxopiperidin-3-yl)-3-methyl-1-oxoisoindolin-5-yl)-4-methyl-2-(methylamino)pyridine-3-carbonitrile